tert-Butyl 4-((4-((S)-4-acryloyl-3-(cyanomethyl)piperazin-1-yl)-7-(indolin-1-yl)-5,6,7,8-tetrahydroquinazolin-2-yl)amino)piperidine-1-carboxylate C(C=C)(=O)N1[C@H](CN(CC1)C1=NC(=NC=2CC(CCC12)N1CCC2=CC=CC=C12)NC1CCN(CC1)C(=O)OC(C)(C)C)CC#N